OC(CCCCCCC=CC=CC=CC(=O)O)C(CCCCC)O 14,15-dihydroxy-eicosatrienoic acid